FC1=C(C=C(C=C1)C1=CC=CC=C1)C#N 4-fluoro-[1,1'-biphenyl]-3-nitrile